tert-butyl ((3-(6-(4,4-difluoroazepan-1-yl)-4-methyl-[3,3'-bipyridine]-5-carboxamido)phenyl)(methyl)(oxo)-λ6-sulfaneylidene)carbamate FC1(CCN(CCC1)C1=C(C(=C(C=N1)C=1C=NC=CC1)C)C(=O)NC=1C=C(C=CC1)S(=O)(C)=NC(OC(C)(C)C)=O)F